tert-butyl (5-((2-(dimethylcarbamoyl)-6-nitrophenyl)amino)-4-methylpentyl)carbamate CN(C(=O)C1=C(C(=CC=C1)[N+](=O)[O-])NCC(CCCNC(OC(C)(C)C)=O)C)C